OCC1=CN(C2=CC=C(C=C12)NC(C=C)=O)C1=CC=C(C=C1)C(F)(F)F N-(3-(hydroxymethyl)-1-(4-(trifluoromethyl)phenyl)-1H-indol-5-yl)acryl-amide